FC=1C=C(C=C(C1C)NC(\C=C\C1=CC=C2C(=NNC2=C1)C)=O)CCC(=O)O (E)-3-(3-fluoro-4-methyl-5-(3-(3-methyl-1H-indazol-6-yl)acrylamido)phenyl)propionic acid